ethyl 2-(3-cyano-2-hydroxyphenyl)acetate C(#N)C=1C(=C(C=CC1)CC(=O)OCC)O